COCSC1=CC=C(C=C1)C1(NN1)C(F)(F)F 3-(4-((methoxymethyl)thio)phenyl)-3-(trifluoromethyl)diaziridine